2-[[6-[3-(difluoromethyl)-4-fluoro-phenyl]pyrazolo[4,3-b]pyridin-1-yl]methyl]-5-methoxy-1,3,4-thiadiazole FC(C=1C=C(C=CC1F)C=1C=C2C(=NC1)C=NN2CC=2SC(=NN2)OC)F